The molecule is an acyl-CoA(4-) arising from deprotonation of the phosphate and diphosphate functions of (12Z,15Z,18Z,21Z)-tetracosatetraenoyl-CoA. It is a conjugate base of a (12Z,15Z,18Z,21Z)-tetracosatetraenoyl-CoA. CC/C=C\\C/C=C\\C/C=C\\C/C=C\\CCCCCCCCCCC(=O)SCCNC(=O)CCNC(=O)[C@@H](C(C)(C)COP(=O)([O-])OP(=O)([O-])OC[C@@H]1[C@H]([C@H]([C@@H](O1)N2C=NC3=C(N=CN=C32)N)O)OP(=O)([O-])[O-])O